(4-isopropyl-5-(1-methyl-1,2,3,6-tetrahydropyridin-4-yl)thiazol-2-yl)acetamide C(C)(C)C=1N=C(SC1C=1CCN(CC1)C)CC(=O)N